(4S,5S)-N-(1-cyanoethyl)-7-ethyl-4-(4-fluorophenyl)-N-methyl-6-oxo-1-phenyl-5-(3-(trifluoromethyl)benzamido)-4,5,6,7-tetrahydro-1H-pyrazolo[3,4-b]pyridine-3-carboxamide C(#N)C(C)N(C(=O)C1=NN(C=2N(C([C@H]([C@H](C21)C2=CC=C(C=C2)F)NC(C2=CC(=CC=C2)C(F)(F)F)=O)=O)CC)C2=CC=CC=C2)C